1-(3-(6-(5-cyclopropylpyridin-3-yl)quinazolin-8-yl)pyrrolidin-1-yl)prop-2-en-1-one C1(CC1)C=1C=C(C=NC1)C=1C=C2C=NC=NC2=C(C1)C1CN(CC1)C(C=C)=O